C1(C=CC(N1CCC(=O)NCCOCCOCC(=O)O)=O)=O 2-(2-(2-(3-maleimido-1-oxopropyl)aminoethoxy)ethoxy)acetic acid